mercapto-siloxysilane S[SiH2]O[SiH3]